[Cl-].C[Si](C1=CC=C(C=C1)P)(C)C 4-(trimethylsilyl)phenyl-phosphine chloride